[Ca+2].[NH4+].C(C)(C)C1CC(C(CC1)C(C)C)=O 3,6-Diisopropyl-cyclohexanone ammonium calcium